3-(Trihydroxysilyl)-1-propane-sulfonic acid O[Si](CCCS(=O)(=O)O)(O)O